4-methoxy-N-((4-methoxyphenyl)sulfonyl)benzenesulfonamide COC1=CC=C(C=C1)S(=O)(=O)NS(=O)(=O)C1=CC=C(C=C1)OC